8-methyl-1-oxo-1,2,5,6,7,8-hexahydro-5,7-methanoisoquinolin CC1C2CC(C=3C=CNC(C13)=O)C2